methyl 2-[4-fluoro-3-(trifluoromethyl) phenoxy]-2-methyl-propionate FC1=C(C=C(OC(C(=O)OC)(C)C)C=C1)C(F)(F)F